5-(cyclohexylmethyl)-N-(4-(2-fluoro-5-(2-(tetrahydro-2H-pyran-4-yl)ethoxy)phenyl)-5-methylpyridin-2-yl)-4H-1,2,4-triazole-3-carboxamide C1(CCCCC1)CC=1NC(=NN1)C(=O)NC1=NC=C(C(=C1)C1=C(C=CC(=C1)OCCC1CCOCC1)F)C